CC[C@H]1[C@H](O1)C/C=C\\C/C=C\\C/C=C\\C/C=C\\CCCC(=O)O The molecule is a 17(18)-EpETE in which the epoxy group has (17R,18S)-configuration. It is a conjugate acid of a 17(R),18(S)-EETeTr(1-). It is an enantiomer of a 17(S),18(R)-EETeTr.